ClC1=C(C=C(C=C1)NC1=NC(=CC(=N1)NC)C)N1N=CC(=C1)CNC N2-(4-chloro-3-(4-((methylamino)methyl)-1H-pyrazol-1-yl)phenyl)-N4,6-dimethylpyrimidine-2,4-diamine